methyl (S)-3-(4-hydroxyphenyl)-4-hexynoate OC1=CC=C(C=C1)[C@H](CC(=O)OC)C#CC